P1-t-butyl-(tert-butyliminotris(dimethylamino)phosphorane) C(C)(C)(C)P(N(C)C=NC(C)(C)C)(N(C)C)N(C)C